3-methylenecyclobutan-1-amine hydrochloride salt Cl.C=C1CC(C1)N